bicyclo[4.2.0]oct-1,3,5-trien-7-amine C12=CC=CC=C2C(C1)N